2-azido-1-(3-cyclopropyl-5-methylisoxazol-4-yl)ethanone N(=[N+]=[N-])CC(=O)C=1C(=NOC1C)C1CC1